2-(5-(1-((triisopropylsilyl)oxy)ethyl)-1,3,4-oxadiazol-2-yl)pyridin-3-amine C(C)(C)[Si](OC(C)C1=NN=C(O1)C1=NC=CC=C1N)(C(C)C)C(C)C